C(C)OC1=C(C(=O)NS(=O)(=O)N2CCCC2)C=CC(=C1F)C(=O)N1CC2=C(CC1)C=1C(=CC(=C(C1OC2=O)C)N2C[C@@H](N(CC2)C)COC)C (R)-2-ethoxy-3-fluoro-4-(8-(3-(methoxymethyl)-4-methylpiperazin-1-yl)-7,10-dimethyl-5-oxo-1,3,4,5-tetrahydro-2H-chromeno[3,4-c]pyridine-3-carbonyl)-N-(pyrrolidin-1-ylsulfonyl)benzamide